ClC=1C(=CC(=NC1)NC1CCC(CC1)NC(CO[C@@H](C(=O)OCC)C)C)C1=NC(=CC=C1)NCC1(CCOCC1)C#N ethyl (2R)-2-(2-(((1r,4R)-4-((5'-chloro-6-(((4-cyanotetrahydro-2H-pyran-4-yl)methyl)amino)-[2,4'-bipyridin]-2'-yl)amino)cyclohexyl)amino)propoxy)propanoate